1,2,3,4-butanetetracarboxylic acid tetra(4-n-pentylcyclohexylamide) C(CCCC)C1CCC(CC1)NC(=O)CC(C(CC(=O)NC1CCC(CC1)CCCCC)C(=O)NC1CCC(CC1)CCCCC)C(=O)NC1CCC(CC1)CCCCC